(R)-4-(chloromethyl)-1,3-dioxolane-2-thione ClC[C@@H]1OC(OC1)=S